5-(4-hydroxyphenyl)-3-[4-(trifluoromethyl)phenyl]-1,2,4-oxadiazole OC1=CC=C(C=C1)C1=NC(=NO1)C1=CC=C(C=C1)C(F)(F)F